tert-Butyl-N-[[4-(1-hydroxy ethyl)-3-methyl-7-[4-(trifluoromethoxy)phenyl]-benzimidazol-5-yl]methyl]carbamate C(C)(C)(C)OC(NCC1=C(C2=C(N=CN2C)C(=C1)C1=CC=C(C=C1)OC(F)(F)F)C(C)O)=O